O=C1NC(CCC1NC1=CC(=C(C=C1OC)N1CCN(CC1)CCC1CCN(CC1)NC(=O)C1=NC=CC(=C1)OC)F)=O N-(4-(2-(4-(4-((2,6-dioxo-3-piperidyl)amino)-2-fluoro-5-methoxy-phenyl)piperazin-1-yl)ethyl)-1-piperidinyl)-4-methoxy-pyridine-2-carboxamide